((3-(5-fluoro-6-methyl-3-pyridinyl)-5-methyl-isoOxazol-4-yl)methoxy)-N-isopropyl-pyridine-3-carboxamide FC=1C=C(C=NC1C)C1=NOC(=C1COC1=NC=CC=C1C(=O)NC(C)C)C